N-((4,6-dimethyl-2-oxo-1,2-dihydropyridin-3-yl)methyl)-5-(1-(4-(dimethylamino)piperidin-1-yl)ethyl)-6-methyl-2-(pyridin-3-yl)indolizine-7-carboxamide CC1=C(C(NC(=C1)C)=O)CNC(=O)C=1C(=C(N2C=C(C=C2C1)C=1C=NC=CC1)C(C)N1CCC(CC1)N(C)C)C